(dipropylamino)trimethylSilane tert-butyl-(2R,6R)-4-(4-chloro-3-iodo-1-tetrahydropyran-2-yl-pyrazolo[3,4-b]pyridin-6-yl)-2,6-dimethyl-piperazine-1-carboxylate C(C)(C)(C)OC(=O)N1[C@@H](CN(C[C@H]1C)C1=CC(=C2C(=N1)N(N=C2I)C2OCCCC2)Cl)C.C(CC)N(CCC)[Si](C)(C)C